2'-[6-amino-5-(trifluoromethyl)pyridin-3-yl]-N-[(3S)-2,3-dihydro-1-benzofuran-3-yl]-5',6'-dihydrospiro[pyrrolidine-3,4'-pyrrolo[1,2-b]pyrazole]-1-carboxamide NC1=C(C=C(C=N1)C=1C=C2N(N1)CCC21CN(CC1)C(=O)N[C@@H]1COC2=C1C=CC=C2)C(F)(F)F